FC(CCCCC(=O)N)C(CC)F 6,7-difluorononanamide